(S)-2-((R)-2-hydroxypropionamido)-3-(4-methoxyphenyl)propanoic acid methyl ester COC([C@H](CC1=CC=C(C=C1)OC)NC([C@@H](C)O)=O)=O